6-[3-ethylsulfonyl-6-(1,2,4-triazol-1-yl)-2-pyridyl]-1-(2,2,3,3,3-pentafluoropropyl)-3,4-dihydro-1,7-naphthyridin-2-one C(C)S(=O)(=O)C=1C(=NC(=CC1)N1N=CN=C1)C=1C=C2CCC(N(C2=CN1)CC(C(F)(F)F)(F)F)=O